C(C)(C)(C)OC(CN1[C@H](CN(CCN(CCN(CC1)CC(OC(C)(C)C)=O)CC(OC(C)(C)C)=O)CC(OC(C)(C)C)=O)CC1=CC=C(C=C1)CCCCCCC(=O)O)=O (S)-7-(4-((1,4,7,10-tetra(2-(tert-butoxy)-2-oxoethyl)-1,4,7,10-tetraazacyclododecan-2-yl)methyl)phenyl)heptanoic acid